BrC=1C=C(C(=NC1)C(CO)(C)NC(OC(C)(C)C)=O)O tert-butyl N-[2-(5-bromo-3-hydroxypyridin-2-yl)-1-hydroxypropan-2-yl]carbamate